1-(4-fluorophenyl)-5-hydroxy-2-methyl-1H-indole-3-carbonitrile FC1=CC=C(C=C1)N1C(=C(C2=CC(=CC=C12)O)C#N)C